FC1=C(C=CC=C1C(C)N1N=C(C=C1)C1=CC(=CC=C1)OC=1C(=C2C=CN(C2=CC1F)S(=O)(=O)C1=CC=C(C=C1)C)CC(F)(F)F)CC(=O)OC methyl 2-[2-fluoro-3-[1-[3-[3-[6-fluoro-1-(p-tolylsulfonyl)-4-(2,2,2-trifluoroethyl)indol-5-yl]oxyphenyl]pyrazol-1-yl]ethyl]phenyl]acetate